Tris(4-tert-butylphenyl)sulfonium 4-hexyloxyphenyl-sulfate C(CCCCC)OC1=CC=C(C=C1)OS(=O)(=O)[O-].C(C)(C)(C)C1=CC=C(C=C1)[S+](C1=CC=C(C=C1)C(C)(C)C)C1=CC=C(C=C1)C(C)(C)C